NCC1=NNC(C2=C(C=C(C=C12)Br)I)=O 4-(Aminomethyl)-6-bromo-8-iodophthalazin-1(2H)-one